C(#N)C=1C=C(C(=NC1)N1CCC(CC1)OC1=C(C=C(C=C1)F)F)C1=C(C(=O)N)C(=CC=N1)O 5-cyano-2-(4-(2,4-difluorophenoxy)piperidin-1-yl)pyridin-3-yl-4-hydroxynicotinamide